5-benzyl-N-((1aR,2S,8bS)-5,7-difluoro-3-oxo-1,1a,2,3,4,8b-hexahydrobenzo[b]cycloprop[d]azepin-2-yl)-4H-1,2,4-triazole-3-carboxamide C(C1=CC=CC=C1)C=1NC(=NN1)C(=O)N[C@H]1[C@H]2[C@@H](C3=C(NC1=O)C(=CC(=C3)F)F)C2